3-(3-methyl-1-ethanesulfonyl-5-bromoindolin-3-yl)propionitrile CC1(CN(C2=CC=C(C=C12)Br)S(=O)(=O)CC)CCC#N